N[C@H](C(=O)N(C)[C@H](/C=C(/C(=O)NS(=O)(=O)C1=CC=C(C=C1)NC(C(F)(F)F)=O)\C)C(C)C)[C@H](CC)C (S,E)-4-((2S,3S)-2-Amino-N,3-dimethylpentanamido)-2,5-dimethyl-N-(4-(2,2,2-trifluoroacetamido)phenylsulfonyl)hex-2-enamide